OC1=CC=CC=2C(C3=CC(=CC(=C3OC12)O)OC)=O 4,5-dihydroxy-7-methoxyxanthone